4-amino-1-((2R,3R,4S,5R)-4-((tert-butyldimethylsilyl)oxy)-3-hydroxy-5-(((2-sulfido-1,3,2-dithiaphospholan-2-yl)oxy)methyl)tetrahydrofuran-2-yl)pyrimidin-2(1H)-one NC1=NC(N(C=C1)[C@@H]1O[C@@H]([C@H]([C@H]1O)O[Si](C)(C)C(C)(C)C)COP1(SCCS1)=S)=O